racemic-benzyl glycidyl ether C([C@H]1CO1)OCC1=CC=CC=C1 |r|